FC(C1=NC=CC(=C1)[S-])(F)F.[Na+] sodium 2-(trifluoromethyl)pyridine-4-thiolate